OC[C@@H]1CC[C@H](CC1)C(=O)N1OCC[C@H]1C1=NC=CN=C1 [trans-4-(hydroxymethyl)cyclohexyl]-[(3S)-3-pyrazin-2-ylisoxazolidin-2-yl]methanone